C(C1=CC=CC=C1)(=O)NC=1C=2N=CN([C@H]3[C@H](OCC)[C@H](O[Si](C)(C)C(C)(C)C)[C@@H](CO)O3)C2N=CN1 N-benzoyl-(R)-C-methyl-3'-O-[(1,1-dimethylethyl)dimethylsilyl]-2'-O-methyl-adenosine